CC(CC(C)C1=C(N)C=CC=C1)C 2-(4-methylpent-2-yl)aniline